cyclohexylcyclohexenyl-2',3,4-trifluoro-biphenyl C1(CCCCC1)C=1C(=C(C(=C(C1)C1=C(C=CC=C1)F)C1=CCCCC1)F)F